methyl 3-hydroxy-1,3-dimethyl-2-oxo-indoline-6-carboxylate OC1(C(N(C2=CC(=CC=C12)C(=O)OC)C)=O)C